Rel-N-(((1S,2S)-2-aminocyclobutyl)methyl)-4-(7H-pyrrolo[2,3-d]pyrimidin-4-yl)-3,4-dihydro-2H-1,4-thiazine-6-carboxamide hydrochloride Cl.N[C@@H]1[C@@H](CC1)CNC(=O)C1=CN(CCS1)C=1C2=C(N=CN1)NC=C2 |o1:2,3|